BrC=1C(=C(C(=C(N(CC2=CC=C(C=C2)OC)CC2=CC=C(C=C2)OC)C1)F)Cl)CC(F)F 5-Bromo-3-chloro-4-(2,2-difluoroethyl)-2-fluoro-N,N-bis(4-methoxybenzyl)aniline